C(C)(C)(C)OC(=O)N1C=CC=2C1=NC=C(C2I)F.C2(=CC=CC=C2)C2CCC=1N2C2=C(N1)C=CC(=C2)C=2C=NC(=NC2)N2CCSCC2 4-(5-(1-phenyl-2,3-dihydro-1H-benzo[d]pyrrolo[1,2-a]imidazol-7-yl)pyrimidin-2-yl)thiomorpholine tert-butyl-5-fluoro-4-iodo-1H-pyrrolo[2,3-b]pyridine-1-carboxylate